N1C(=NC2=C1C=CC=C2)NC (1H-benzimidazole-2-yl)-methylamine